CC1=NC=CC(=N1)C(C)=O 1-(2-methylpyrimidin-4-yl)ethan-1-one